(2-(3-(5-(2-bromo-4-methoxy-6-methylphenylcarbamoyl)thiophen-3-yl)phenyl)propyl)carbamic acid tert-butyl ester C(C)(C)(C)OC(NCC(C)C1=CC(=CC=C1)C1=CSC(=C1)C(NC1=C(C=C(C=C1C)OC)Br)=O)=O